tert-butyl (S)-6-(8-(benzo[d]thiazol-2-ylcarbamoyl)-3,4-dihydroisoquinolin-2(1H)-yl)-3-(3-(2-(8-(2-ethoxy-2-oxoethyl)-8-azaspiro[4.5]decan-2-yl)ethoxy)-2-methylphenyl)picolinate S1C(=NC2=C1C=CC=C2)NC(=O)C=2C=CC=C1CCN(CC21)C2=CC=C(C(=N2)C(=O)OC(C)(C)C)C2=C(C(=CC=C2)OCC[C@@H]2CC1(CC2)CCN(CC1)CC(=O)OCC)C